trifluoro-N-phenyl-N-((trifluoromethyl)sulfonyl)-methanesulfonamide FC(S(=O)(=O)N(S(=O)(=O)C(F)(F)F)C1=CC=CC=C1)(F)F